tert-butyl 4-(5-(7-cyano-4-methyl-3,4-dihydroquinoxalin-1(2H)-yl)-1,3-dimethyl-2-oxo-1,2-dihydro-1,6-naphthyridin-7-yl)-3,6-dihydropyridine-1(2H)-carboxylate C(#N)C1=CC=C2N(CCN(C2=C1)C1=C2C=C(C(N(C2=CC(=N1)C=1CCN(CC1)C(=O)OC(C)(C)C)C)=O)C)C